C1(CCCC1)NC1=CC=C(C=C1)C1N(CCOC1C(=O)NC1=CC(=C(C=C1)C)C(F)(F)F)C(C1=C(C=CC=C1C)F)=O 3-[4-(cyclopentyl-amino)phenyl]-4-(2-fluoro-6-methyl-benzoyl)-N-[4-methyl-3-(trifluoromethyl)phenyl]morpholine-2-carboxamide